CC1=CCC(CC1)C(C)(C)SCC(=O)OC methyl 2-((2-(4-methylcyclohex-3-en-1-yl)propan-2-yl)thio)acetate